C(C)C1=C(CN2C[C@H](CC2)C(=O)O)C=CC(=C1)/C(/C)=N/OCC1=CC(=C(C=C1)C1=NC=C(N=C1)F)F (S,E)-1-(2-ethyl-4-(1-(((3-fluoro-4-(5-fluoropyrazin-2-yl)benzyl)oxy)imino)ethyl)benzyl)pyrrolidine-3-carboxylic acid